O=C1NC2=C(NC13CN(CC3)C#N)N=C(C=C2)C2=CC=CC=C2 2-oxo-6-phenyl-1,4-dihydro-2H-spiro[pyrido[2,3-b]pyrazine-3,3'-pyrrolidine]-1'-carbonitrile